C(C)OC1=NC=CC=C1COC=1C=CC2=C(C(=C(O2)C)C(=O)NC2C(N(CC2)CCO)=O)C1 5-((2-ethoxypyridin-3-yl)methoxy)-N-(1-(2-hydroxyethyl)-2-oxopyrrolidin-3-yl)-2-methylbenzofuran-3-carboxamide